3-methyl-2-oxa-8-azaspiro[4.5]decane-4-amine CC1OCC2(C1N)CCNCC2